1-((3S,5R)-1-acryloyl-5-(methoxymethyl)pyrrolidin-3-yl)-3-((4,6-difluoro-1-(2,2,2-trifluoroethyl)-1H-benzo[d]imidazol-5-yl)ethynyl)-5-(methylamino)-1H-pyrazole-4-carboxamide C(C=C)(=O)N1C[C@H](C[C@@H]1COC)N1N=C(C(=C1NC)C(=O)N)C#CC1=C(C2=C(N(C=N2)CC(F)(F)F)C=C1F)F